C(C1=CC=CC=C1)(S\C(=C\[Si](C)(C)C)\N(S(=O)(=O)C1=CC=C(C=C1)C)C)=O (E)-S-1-(N,4-dimethylphenylsulfonamido)-2-(trimethylsilyl)vinyl benzothioate